NCCOCCOCCOCCOC[C@H]1OC[C@H]([C@@H]2[C@H]1OC(O2)(C)C)NC2=NC(=NS2)Cl N-((3aR,4R,7R,7aR)-4-(13-amino-2,5,8,11-tetraoxatridecyl)-2,2-dimethyltetrahydro-4H-[1,3]dioxolo[4,5-c]pyran-7-yl)-3-chloro-1,2,4-thiadiazol-5-amine